FC(C=1C(=C(C=CC1)[C@@H](C)NC1=CN=NC2=CC(=C(C=C12)O[C@@H]1CN(CC1)C)OC)F)F N-((R)-1-(3-(difluoromethyl)-2-fluorophenyl)ethyl)-7-methoxy-6-(((S)-1-methylpyrrolidin-3-yl)oxy)cinnolin-4-amine